C1(CC1)C=1C=C2C(C(N(C2=CC1)C(=O)C1=CC=CC=C1)OC)(C)OC (5-cyclopropyl-2,3-dimethoxy-3-methylindol-1-yl)(phenyl)methanone